C1(CCC1)NC(C)C1=CC(=C(C=C1)S(=O)(N)=NC(NC1=C2C(=CC=3CCCC13)CC2)=O)F 4-(1-(cyclobutylamino)ethyl)-2-fluoro-N'-((2,4,5,6-tetrahydro-1H-cyclobuta[f]inden-3-yl)carbamoyl)benzenesulfonimidamide